C[C@H](CCCC(C)C)[C@H]1CC[C@@H]2[C@@]1(CC[C@H]3[C@H]2C(=O)C[C@@H]4[C@@]3(CC[C@@H](C4)O)C)C The molecule is a cholestanoid that is 5alpha-cholestan-3beta-ol carrying an additional oxo substituent at position 7. It has a role as a human metabolite. It is a cholestanoid, a 7-oxo steroid and a 3beta-hydroxy steroid. It derives from a (5alpha)-cholestan-3beta-ol.